O[C@@H]1C[C@H](N(C1)C([C@H](C(C)C)C1=CC(=NO1)OC1CCNCC1)=O)C(=O)N[C@@H](C)C1=CC=C(C=C1)C1=C(N=CS1)C (2S,4R)-4-Hydroxy-N-[(1S)-1-[4-(4-methyl-1,3-thiazol-5-yl)phenyl]ethyl]-1-[(2R)-3-methyl-2-[3-(piperidin-4-yloxy)-1,2-oxazol-5-yl]butanoyl]pyrrolidine-2-carboxamide